NC1=C(C=C(C=C1)C(=O)C=1NC=2C=C(C3=C(C2C1)C=CC=C3)OC)OC (4-amino-3-methoxy-phenyl)-(5-methoxy-3H-benzo[e]indol-2-yl)-methanone